4-((7-cyclopropyl-8-oxo-9-(tetrahydro-2H-pyran-4-yl)-8,9-dihydro-7H-purin-2-yl)amino)-2-fluoro-5-methylbenzamide C1(CC1)N1C(N(C2=NC(=NC=C12)NC1=CC(=C(C(=O)N)C=C1C)F)C1CCOCC1)=O